methyl (2S,3R)-2-(2-chloro-5-fluoro-3-methyl-phenyl)pyrrolidine-3-carboxylate ClC1=C(C=C(C=C1C)F)[C@H]1NCC[C@H]1C(=O)OC